C(C)OC(=O)C1=CC(=NN1C)C1N(CCC1)C(=O)OC(C)(C)C 3-(1-(tert-Butoxycarbonyl)pyrrolidin-2-yl)-1-methyl-1H-pyrazole-5-carboxylic acid ethyl ester